2-[4-[(E)-3-[4-[(2,4-Dichlorophenyl)methoxy]-3-methoxyphenyl]prop-2-enoyl]phenoxy]propanoic acid ClC1=C(C=CC(=C1)Cl)COC1=C(C=C(C=C1)/C=C/C(=O)C1=CC=C(OC(C(=O)O)C)C=C1)OC